methyl 2-(2-fluoro-3,4-dihydroxy-5-methoxyphenyl)-1-(3-methyloxetan-3-yl)-1H-benzo[d]imidazole-6-carboxylate FC1=C(C=C(C(=C1O)O)OC)C1=NC2=C(N1C1(COC1)C)C=C(C=C2)C(=O)OC